cis-2-aminocycloheptane-carboxylate N[C@@H]1[C@@H](CCCCC1)C(=O)[O-]